6,8-dichloroimidazo[1,2-a]pyridine ClC=1C=C(C=2N(C1)C=CN2)Cl